1-(3-(4-fluorophenyl)-2-(isothiazol-5-yl)-7-methylquinolin-5-yl)ethan-1-ol FC1=CC=C(C=C1)C=1C(=NC2=CC(=CC(=C2C1)C(C)O)C)C1=CC=NS1